N1N=CC2=CC=C(C=C12)NS(=O)(=O)C1=CC=C(C=C1)CNC(=O)C1=CC=2C=NC=CC2N1 N-({4-[(1H-indazol-6-yl)sulfamoyl]phenyl}methyl)-1H-pyrrolo[3,2-c]pyridine-2-carboxamide